octyl sulfosuccinate sodium salt [Na+].S(=O)(=O)(O)C(C(=O)OCCCCCCCC)CC(=O)[O-]